O[C@H]1[C@@H](O[C@@H]([C@H]1O)CO)N1C=2N=C3N(C(C2N=C1)=O)C(C(N3)(C)O)O 3-((2r,3r,4s,5r)-3,4-dihydroxy-5-(hydroxymethyl)tetrahydrofuran-2-yl)-6,7-dihydroxy-6-methyl-6,7-dihydro-3H-imidazo[1,2-a]purin-9(5H)-one